2-((2-cyclopropyl-4-((1-(2-methoxyphenyl)pyrrolidin-3-yl)amino)quinazolin-6-yl)(methyl)amino)ethanol C1(CC1)C1=NC2=CC=C(C=C2C(=N1)NC1CN(CC1)C1=C(C=CC=C1)OC)N(CCO)C